tert-butyl ((1R)-2-(((E)-4-hydroxy-4-(isoxazol-3-yl)but-2-en-1-yl)oxy)-1-(4-(2-methoxyquinolin-3-yl)-1-((2-(trimethylsilyl)ethoxy)methyl)-1H-imidazol-2-yl)ethyl)carbamate OC(/C=C/COC[C@@H](C=1N(C=C(N1)C=1C(=NC2=CC=CC=C2C1)OC)COCC[Si](C)(C)C)NC(OC(C)(C)C)=O)C1=NOC=C1